2,3-DIHYDROQUINAZOLINE N=1CNC=C2C=CC=CC12